C(C1=CC=CC=C1)N1C(C(NC2=CC(=CC=C12)C)=O)C(F)F 4-benzyl-3-(difluoromethyl)-7-methyl-3,4-dihydroquinoxalinone